5-(5-fluoro-2-methoxypyridin-4-yl)-1H-pyrazole FC=1C(=CC(=NC1)OC)C1=CC=NN1